BrC1=C(C(=C(C(=O)OC)C=C1I)NC(NC(C(Cl)(Cl)Cl)=O)=O)Cl methyl 4-bromo-3-chloro-5-iodo-2-[(2,2,2-trichloroacetyl)carbamoylamino]benzoate